CC(CN)(C)NC=1C2=C(N=C(N1)C1=CC=NC=C1)C=NC=C2 2-methyl-N2-(2-(pyridin-4-yl)pyrido[3,4-d]pyrimidin-4-yl)propane-1,2-diamine